(R)-N-(1-((5-(trifluoromethoxy)-1H-indol-2-yl)methyl)piperidin-3-yl)ethenesulfonamide FC(OC=1C=C2C=C(NC2=CC1)CN1C[C@@H](CCC1)NS(=O)(=O)C=C)(F)F